1-(4-(5-chloro-6-(3-methoxy-1-naphthalenyl)[1,2]thiazolo[3,4-b]pyridin-3-yl)-3-methyl-1-piperazinyl)-2-propen-1-one ClC1=CC=2C(N=C1C1=CC(=CC3=CC=CC=C13)OC)=NSC2N2C(CN(CC2)C(C=C)=O)C